NC1=C(C=2C(=NC=C(C2S1)F)C=1C2=C(C=3C(=NC(=NC3C1F)OCC13CCCN3CC1)N1C3CNCC1CC3)COC2)C#N 2-Amino-4-[3-(1-azabicyclo[3.2.0]heptan-5-ylmethoxy)-1-(3,8-diazabicyclo[3.2.1]octan-8-yl)-5-fluoro-7,9-dihydrofuro[3,4-f]quinazolin-6-yl]-7-fluoro-thieno[3,2-c]pyridine-3-carbonitrile